N1(CCC1)C1=CC2=C(C=C(O2)C(=O)OC)C=C1 Methyl 6-(azetidin-1-yl)-1-benzofuran-2-carboxylate